FC(C1=NN(C=C1NC(OC(C)(C)C)=O)C1CCC(CC1)CN1CCN(CC1)CC#CC1=CC=CC=2N(C(N(C21)C)=O)C2C(NC(CC2)=O)=O)F tert-butyl N-[3-(difluoromethyl)-1-[4-[[4-[3-[1-(2,6-dioxo-3-piperidyl)-3-methyl-2-oxo-benzimidazol-4-yl]prop-2-ynyl]piperazin-1-yl]methyl]cyclohexyl]pyrazol-4-yl]carbamate